3-({[(4R)-7-(3-methylphenyl)-3,4-dihydro-2H-1-benzopyran-4-yl]methyl}amino)pyridine-4-carboxylic acid methyl ester COC(=O)C1=C(C=NC=C1)NC[C@@H]1CCOC2=C1C=CC(=C2)C2=CC(=CC=C2)C